S1C(=CC=C1)C1=CC=C(C=C1)C=1SC=CC1 2-(4-(thiophene-2-yl)phenyl)thiophene